tert-butyl 8-((2-hydroxy-4-phenoxyphenyl)carbamoyl)-6-(thiazole-5-carbonyl)-2,6-diazaspiro[3.4]octane-2-carboxylate OC1=C(C=CC(=C1)OC1=CC=CC=C1)NC(=O)C1CN(CC12CN(C2)C(=O)OC(C)(C)C)C(=O)C2=CN=CS2